(S)-N-(4-([1,2,4]triazolo[1,5-a]pyridin-7-yloxy)-3-methylphenyl)-2,3,3a,4-tetrahydro-1H-pyrimido[4',5':5,6]pyrido[3,2-b]pyrrolo[1,2-d][1,4]oxazin-10-amine N=1C=NN2C1C=C(C=C2)OC2=C(C=C(C=C2)NC2=NC=NC1=CC=3OC[C@H]4N(C3N=C12)CCC4)C